CN1N=C2C(=CC(=CC2=C1)C=1N=NC2=CC(=CC(=C2C1)F)[C@@]1([C@H](CNCC1)O)O)C (3S,4S)-4-[3-(2,7-dimethyl-2H-indazol-5-yl)-5-fluorocinnolin-7-yl]piperidine-3,4-diol